1-(4-{[4,5-dihydroxy-6-(hydroxymethyl)-3-[(3,4,5-trihydroxy-6-methyloxyhexan-2-yl)oxy]oxacyclohexan-2-yl]oxy}-2,6-dihydroxyphenyl)-3-(2-hydroxyphenyl)propan-1-one OC1C(C(OC(C1O)CO)OC1=CC(=C(C(=C1)O)C(CCC1=C(C=CC=C1)O)=O)O)OC(C)C(C(C(COC)O)O)O